[O-]CCC.[Zr+4] zirconium (IV) mono-n-propoxide